FC=1C=C(C=C(C1OC)F)C(=O)N1CC2=C(N=C(N=C2)C2=NC=CC=C2)CC1 (3,5-difluoro-4-methoxy-phenyl)-[2-(2-pyridyl)-7,8-dihydro-5H-pyrido[4,3-d]pyrimidin-6-yl]methanone